C(C)(C)(C)OC(=O)N1CCC(CC1)OCCCC1=CC2=C(N(C(N2C)=O)C2C(NC(CC2)=O)=O)C=C1.NC=1N=C(N=C(N1)N)CCCCC1=NC(=NC(=N1)N)N 1,4-bis-(3,5-diamino-2,4,6-triazinyl)butane tert-butyl-4-[3-[1-(2,6-dioxo-3-piperidyl)-3-methyl-2-oxo-benzimidazol-5-yl]propoxy]piperidine-1-carboxylate